C(C)(C)(C)C1=CC=2C=3C=C(C=C4C=C(C=C(C5=CC(=CC(=C1)C52)C(C)(C)C)C43)C(C)(C)C)C(C)(C)C 2,5,8,11-tetra-tert-butylperylene